COCC1=NC=CC(=C1)C=1C=CC=2N(C1)N=NC2C(=O)NC=2C(=NC=C(C2)NC(CN2[C@H](CCC2)C)=O)C 6-[2-(methoxymethyl)-4-pyridyl]-N-[2-methyl-5-[[2-[(2S)-2-methylpyrrolidin-1-yl]acetyl]amino]-3-pyridyl]triazolo[1,5-a]pyridine-3-carboxamide